OC1=C(C=CC(=C1)OC(C=C)=O)N1N=C2C(=N1)C=CC=C2 2-(2-hydroxy-4-acryloyloxyphenyl)benzotriazole